CC1=C(C=CC(=C1)C1=NC=NN2C1=CC(=C2)COCC=O)CNC(OC(C)(C)C)=O tert-butyl N-[[2-methyl-4-[6-(2-oxoethoxymethyl)pyrrolo[2,1-f][1,2,4]triazin-4-yl]phenyl]methyl]carbamate